COC1=C(C=C(C(=C1)C=C)OC)CC(CC)N1C(C2=CC=CC=C2C1=O)=O 2-(1-(2,5-dimethoxy-4-vinylphenyl)butan-2-yl)isoindoline-1,3-dione